NC=1[C@@](C[C@@H]([C@@](N1)(C)C=1C=C(C=CC1F)NC(=O)C1=NC=C(C=C1)Br)F)(C)F N-(3-((2R,3S,5S)-6-amino-3,5-difluoro-2,5-dimethyl-2,3,4,5-tetrahydropyridin-2-yl)-4-fluorophenyl)-5-bromopyridineamide